OC1CCN(CC1)CC1=CC=C(C(=O)NC2=CC3=C(NC4=CC=CC=C34)C(=N2)C2=CC=C(C=C2)OC)C=C1 4-((4-hydroxypiperidin-1-yl)methyl)-N-(1-(4-methoxyphenyl)-9H-pyrido[3,4-b]indol-3-yl)benzamide